yttrium nitrate salt [N+](=O)([O-])[O-].[Y+3].[N+](=O)([O-])[O-].[N+](=O)([O-])[O-]